2-(4-methyl-3-pentenyl)-6-chloro-9-methacryloyloxy-10-Hydroxy-1,4-dihydroanthracene CC(=CCCC=1CC2=C(C3=CC=C(C=C3C(=C2CC1)O)Cl)OC(C(=C)C)=O)C